tert-butyl (S)-(2-((5-chloro-3-fluoropyridin-2-yl)amino)-1-cyclopropyl-2-oxoethyl)carbamate ClC=1C=C(C(=NC1)NC([C@H](C1CC1)NC(OC(C)(C)C)=O)=O)F